4-oxo-3-(4-(trifluoromethyl)phenyl)-2-thia-1,3,8-triazaspiro[4.5]decane-8-carboxylic acid tert-butyl ester 2,2-dioxide C(C)(C)(C)OC(=O)N1CCC2(C(N(S(N2)(=O)=O)C2=CC=C(C=C2)C(F)(F)F)=O)CC1